N-((3S,4R)-3-fluoropiperidin-4-yl)-2-(3-((2-methoxy-4-(methylsulfonyl)phenyl)amino)prop-1-yn-1-yl)-3-vinyl-2H-indazol-7-amine F[C@H]1CNCC[C@H]1NC1=CC=CC2=C(N(N=C12)C#CCNC1=C(C=C(C=C1)S(=O)(=O)C)OC)C=C